ClC1=C(C=C2C3=C(C=NC2=C1Cl)[C@H]1N([C@H]3C)C([C@@H](OC1)OC)=O)OC (6bR,9R,12S)-3,4-dichloro-2,9-dimethoxy-12-methyl-6b,12-dihydro-7H-[1,4]oxazino[4',3':1,2]pyrrolo[3,4-c]quinolin-10(9H)-one